ClC(C=1C=CC=CC1)Cl 3-dichloromethylbenzene